C(CCCCCCCC1CO1)(=O)OC methyl 9,10-epoxydecanoate